2,6-dimethylhept-5-en-1-amine CC(CN)CCC=C(C)C